6-methyl-4-(1-methyl-5-(3-((methylsulfonyl)methyl)phenyl)-2-oxo-1,2-dihydropyridin-4-yl)-2-(1-(trifluoromethyl)-1H-pyrazol-4-yl)-1,6-dihydro-7H-pyrrolo[2,3-c]pyridin-7-one CN1C(C2=C(C(=C1)C1=CC(N(C=C1C1=CC(=CC=C1)CS(=O)(=O)C)C)=O)C=C(N2)C=2C=NN(C2)C(F)(F)F)=O